FC1=CC2=C(NC(=N2)NC=2C=CC(=C(C2)N2C(N(C3=NC(=NC=C3C2)NC=2C=NC(=CC2)C)C)=O)C)C=C1F 3-(5-((5,6-difluoro-1H-benzo[d]imidazol-2-yl)amino)-2-methylphenyl)-1-methyl-7-((6-methylpyridin-3-yl)amino)-3,4-dihydropyrimido[4,5-d]pyrimidin-2(1H)-one